N1(C=NC=C1)C1=CC(=CC(=N1)C(=O)NC1CCN(CC1)S(NC)(=O)=O)C 6-(1H-Imidazol-1-yl)-4-methyl-N-(1-(N-methylsulfamoyl)piperidin-4-yl)picolinamide